N-((1,2,3,5,6,7-Hexahydro-s-indacen-4-yl)carbamoyl)-1-(3-methoxyphenyl)methanesulfonamide, Sodium Salt [Na].C1CCC2=C(C=3CCCC3C=C12)NC(=O)NS(=O)(=O)CC1=CC(=CC=C1)OC